N-(t-butoxycarbonyl)-γ-benzyl-L-glutamic acid C(C)(C)(C)OC(=O)N[C@@H](CC(C(=O)O)CC1=CC=CC=C1)C(=O)O